3-(4-hydroxy-3,5-di-tertbutylphenyl)propionate OC1=C(C=C(C=C1C(C)(C)C)CCC(=O)[O-])C(C)(C)C